(R)-N-(3-hydroxy-1-phenylpropyl)-4-(trifluoromethoxy)benzenesulfonamide OCC[C@H](C1=CC=CC=C1)NS(=O)(=O)C1=CC=C(C=C1)OC(F)(F)F